CSC(CSC1=C(C=CC(=C1)C)O)CCCC(CC)SC 2,6-dimethylthio-octylthio-4-methylphenol